C1=CC=CC=2C3=CC=CC=C3C(C12)COC(=O)N[C@H](C(=O)OCC)[C@H](N[S@@](=O)C(C)(C)C)C=1SC=C(N1)Br ethyl (2S,3S)-2-((((9H-fluoren-9-yl)methoxy)carbonyl)amino)-3-(4-bromothiazol-2-yl)-3-(((S)-tert-butylsulfinyl)amino)propanoate